isoOxazole-3-carboxamide O1N=C(C=C1)C(=O)N